(E)-4-(2,5-dioxo-2,5-dihydro-1H-pyrrol-1-yl)-N-(4-((((2-isopropyl-9H-thioxanthen-9-ylidene)amino)oxy)sulfonyl)benzyl)butanamide O=C1N(C(C=C1)=O)CCCC(=O)NCC1=CC=C(C=C1)S(=O)(=O)O/N=C/1\C2=CC=CC=C2SC=2C=CC(=CC12)C(C)C